4-(2-((1H-benzo[d]imidazol-2-yl)(2-methoxyphenyl)methyl)-3-oxoisoindol-5-yl)-5,6-dihydropyridine-1(2H)-carboxylic acid tert-butyl ester C(C)(C)(C)OC(=O)N1CC=C(CC1)C=1C=C2C(N(CC2=CC1)C(C1=C(C=CC=C1)OC)C1=NC2=C(N1)C=CC=C2)=O